5-chloro-2-fluoro-4-{[4-({[(2S,5S)-5-methylpyrrolidin-2-yl]-methyl}amino)butyl]amino}-N-1,3-thiazol-2-yl-benzenesulfonamide ClC=1C(=CC(=C(C1)S(=O)(=O)NC=1SC=CN1)F)NCCCCNC[C@H]1N[C@H](CC1)C